5-(2,8-diazaspiro[4.5]decan-8-yl)-2-(2,6-dioxo-3-piperidyl)-6-fluoro-isoindoline-1,3-dione C1NCCC12CCN(CC2)C=2C=C1C(N(C(C1=CC2F)=O)C2C(NC(CC2)=O)=O)=O